C(C)(C)(C)OC(=O)N1CCC(CC1)CC1=CC=C(C=C1)C(=O)OC.C(C)(=O)NCC 2-acetamidoethane tert-butyl-4-(4-(methoxycarbonyl)benzyl)piperidine-1-carboxylate